5-(4,4,5,5-tetramethyl-1,3,2-dioxaborolan-2-yl)-2-(1,4,4-trimethylpyrrolidin-3-yl)benzo[d]thiazole CC1(OB(OC1(C)C)C=1C=CC2=C(N=C(S2)C2CN(CC2(C)C)C)C1)C